ClC1=C(C=C(C=C1)C1=NN(C(=N1)CC(=O)NCC=1C=C2C=NNC2=CC1)CC)OC(C)C 2-[3-(4-Chloro-3-isopropyloxyphenyl)-1-ethyl-1H-1,2,4-triazol-5-yl]-N-[(1H-indazol-5-yl)methyl]acetamid